1,3,3-trimethyl-bicyclo[2.2.1]heptan-2-yl 2-phenylacetate C1(=CC=CC=C1)CC(=O)OC1C2(CCC(C1(C)C)C2)C